CN1CCCCCC1 N-methylazepan